tert-butyl (4-((3-methyl-2H-pyrazolo[4,3-c]pyridin-2-yl)methyl)bicyclo[2.2.2]octan-1-yl)carbamate CC=1N(N=C2C1C=NC=C2)CC21CCC(CC2)(CC1)NC(OC(C)(C)C)=O